C1(=CC=CC=C1)S(=O)(=O)NC=1C=C(C=NC1)C=1C=CC=2N(C1)C(=CN2)C(=O)OCC 6-[5-[(benzenesulfonyl)amino]-3-pyridinyl]-imidazo[1,2-a]pyridine-3-carboxylic acid, ethyl ester